4-(4-(9-(3,5-bis(trifluoromethyl)phenyl)-1,3-dioxo-1H-xantheno[2,1,9-def]isoquinolin-2(3H)-yl)phenyl)butanoic acid FC(C=1C=C(C=C(C1)C(F)(F)F)C1=CC=C2OC=3C=CC=4C(N(C(C5=CC=C(C3C45)C2=C1)=O)C1=CC=C(C=C1)CCCC(=O)O)=O)(F)F